N[C@@H](C)C(=O)O.C(C)N1CN(C=C1)C 1-ethyl-3-methylimidazole L-alanine salt